N[C@H](C(=O)NCCCCCC(=O)OCC1=CC=CC=C1)CCC(=O)N(CCN)CCN Benzyl 6-[[(2S)-2-amino-5-[bis(2-aminoethyl)amino]-5-oxo-pentanoyl]amino]hexanoate